C-quinolin-3-ylmethylamine dihydrochloride Cl.Cl.N1=CC(=CC2=CC=CC=C12)CN